1,8-diazabicyclo-(5.4.0)undecene N12C=CCCCC2NCCC1